F[C@](C)(C1CCN(CC1)C)C1=NC2=CC(=NC=C2C=C1)NC1=C(C=C(C=C1)N1N=CC=C1)F |r| (R) and (S)-2-[1-fluoro-1-(1-methylpiperidin-4-yl)ethyl]-N-[2-fluoro-4-(pyrazol-1-yl)phenyl]-1,6-naphthyridin-7-amine